C(C)(=O)NC1=CC=C(C=C1)[C@@H]1N(C[C@H](CC1)C)C(C(=O)NC=1C=NC=C(C1)C)=O 2-[(2R,5S)-2-(4-acetamidophenyl)-5-methyl-1-piperidyl]-N-(5-methyl-3-pyridyl)-2-oxo-acetamide